2-((2-isopropylthiazol-5-yl)methyl)-6-(2-(2,2,2-trifluoroethoxy)pyrimidin-5-yl)pyridazine-3(2H)-one C(C)(C)C=1SC(=CN1)CN1N=C(C=CC1=O)C=1C=NC(=NC1)OCC(F)(F)F